NC1=CC=CC(=N1)CN1N=CC2=C(C1=O)N(C1=C2SC(=N1)C(=O)C1=NNC=C1)C 6-((6-aminopyridin-2-yl)methyl)-4-methyl-2-(1H-pyrazole-3-carbonyl)-4H-thiazolo[5',4':4,5]pyrrolo[2,3-d]pyridazin-5(6H)-one